(1R,2S,5S)-N-(1-(2,2,2-trifluoroethyl)-1H-pyrazol-3-yl)-3-azabicyclo[3.1.0]hexane-2-carboxamide FC(CN1N=C(C=C1)NC(=O)[C@@H]1[C@@H]2C[C@@H]2CN1)(F)F